FC1=C(C=CC=C1)C1=C2C(=NN1CC=1C=C(C(=O)O)C=CC1)CN(C2)C 3-((3-(2-fluorophenyl)-5-methyl-5,6-dihydropyrrolo[3,4-c]pyrazol-2(4H)-yl)methyl)benzoic acid